tert-butyl 4-((((9H-fluoren-9-yl)methoxy)carbonyl)amino)-5-hydroxypentanoate C1=CC=CC=2C3=CC=CC=C3C(C12)COC(=O)NC(CCC(=O)OC(C)(C)C)CO